CC(CCO)CCCCCCCCC 3-methyldodecan-1-ol